BrC=1C=C2C=CC(=CC2=CC1)N(C1=CC=2C(C3=CC=CC=C3C2C=C1)(C)C)C1=CC=CC=C1 N-(6-bromonaphthalen-2-yl)-9,9-dimethyl-N-phenyl-9H-fluoren-2-amine